3-((3-(2-aminoethyl)phenyl)amino)-6-ethyl-5-isopropoxypyrazine-2-carboxamide NCCC=1C=C(C=CC1)NC=1C(=NC(=C(N1)OC(C)C)CC)C(=O)N